OC1(CCC1)CN1C(N(CC12CCC(CC2)(C2=CC=CC=C2)NC)CC=2N=NN(C2)CCO)=O 1-[(1-hydroxy-cyclobutyl)-methyl]-3-[[1-(2-hydroxy-ethyl)-1H-[1,2,3]triazol-4-yl]-methyl]-8-methylamino-8-phenyl-1,3-diazaspiro[4.5]decan-2-one